C(C)(C)(C)OC(=O)N1C[C@H](N([C@@H](C1)C)C1=CC=C2C(=NN(C2=C1)C)C=1C(=NC(=CC1)OCC1=CC=CC=C1)OCC1=CC=CC=C1)C (3R,5R)-4-(3-(2,6-bis(benzyloxy)pyridin-3-yl)-1-methyl-1H-indazol-6-yl)-3,5-dimethylpiperazine-1-carboxylic acid tert-butyl ester